4-(2-Aminoprop-2-yl)-6-chloro-2,7-naphthyridin-1(2H)-one NC(C)(C)C1=CNC(C2=CN=C(C=C12)Cl)=O